CN1CCC(CC1)CNC(C1=CC=CC=C1)=O N-((1-methyl-4-piperidinyl)methyl)benzamide